C1(CC1)C=1N=NN(C1)[C@H](C(=O)N1[C@@H](C[C@H](C1)O)C(=O)NC1CCC(CC1)S(=O)(=O)C)C(C)(C)C (2S,4R)-1-[(2S)-2-(4-cyclopropyltriazol-1-yl)-3,3-dimethyl-butanoyl]-4-hydroxy-N-(4-methylsulfonylcyclohexyl)pyrrolidine-2-carboxamide